COC(\C=C\CCCCC)=O trans-2-octenoic acid methyl ester